nitrochrysene C1=CC=C2C(=C1)C=CC3=C2C=CC4=C3C=CC=C4[N+](=O)[O-]